ClC1=C(C(=C(C(=C1)Cl)Cl)Cl)Cl 1,2,3,4,5-pentachlorobenzene